tert-Butyl (2R,5S)-4-(7-(4-cyanopyridin-2-yl)-5-(trifluoromethyl)-7H-pyrrolo[2,3-d]pyrimidin-4-yl)-5-methyl-2-(methyl-d3)piperazine-1-carboxylate C(#N)C1=CC(=NC=C1)N1C=C(C2=C1N=CN=C2N2C[C@H](N(C[C@@H]2C)C(=O)OC(C)(C)C)C([2H])([2H])[2H])C(F)(F)F